[C].[Pd] palladium carbon (0)